ClC=1C=C(C=NC1)C=1SC(=C(N1)C)C=1C=CC(N(N1)CC1=NC(=NO1)N1CCCCC1)=O 6-(2-(5-chloropyridin-3-yl)-4-methylthiazol-5-yl)-2-((3-(piperidin-1-yl)-1,2,4-oxadiazol-5-yl)methyl)pyridazin-3(2H)-one